1-[4-(1,1-difluoroethyl)phenyl]sulfonyl-4-(fluoromethyl)-3-(3,3,4,4-tetrafluoropyrrolidin-1-yl)indazole FC(C)(F)C1=CC=C(C=C1)S(=O)(=O)N1N=C(C2=C(C=CC=C12)CF)N1CC(C(C1)(F)F)(F)F